OC1=C(C=C(C=C1)/C=C/C(=O)O)OC (2E)-3-(4-hydroxy-3-methoxyphenyl)prop-2-enoic acid